N1(CCN(CCN(CC1)CP(OCC)(OCC)=O)CP(OCC)(OCC)=O)CP(OCC)(OCC)=O hexaethyl ((1,4,7-triazonane-1,4,7-triyl)tris(methylene))tris(phosphonate)